5-methyl-N2-(4-(4-methylpiperazin-1-yl)phenyl)-N4-(4-morpholinophenyl)pyrimidine-2,4-diamine CC=1C(=NC(=NC1)NC1=CC=C(C=C1)N1CCN(CC1)C)NC1=CC=C(C=C1)N1CCOCC1